2-hexyldecyl 8-(N-(9-((2-butyloctyl) oxy)-9-oxononyl)-3-(diethylamino) propanamido)-9-(octylamino)-9-oxononanoate C(CCC)C(COC(CCCCCCCCN(C(CCN(CC)CC)=O)C(CCCCCCC(=O)OCC(CCCCCCCC)CCCCCC)C(=O)NCCCCCCCC)=O)CCCCCC